O=C1NC(CCC1N1C(C2=CC=CC(=C2C1=O)OCC(=O)N)=O)=O 2-{[2-(2,6-dioxopiperidin-3-yl)-1,3-dioxo-2,3-dihydro-1H-isoindol-4-yl]oxy}acetamide